(R)-1-(1-Isopropylpiperidin-3-yl)-5-(8-methoxy-[1,2,4]triazolo[1,5-a]pyridin-6-yl)-6-(trifluoromethyl)-1,3-dihydro-2H-benzo[d]imidazol-2-on C(C)(C)N1C[C@@H](CCC1)N1C(NC2=C1C=C(C(=C2)C=2C=C(C=1N(C2)N=CN1)OC)C(F)(F)F)=O